C(C1=CC=CC=C1)OC1=CC=C(C=C1)[C@H](CN1N=C2C=CC=C(C2=C1)B1OC(C(O1)(C)C)(C)C)O (1R)-1-[4-(benzyloxy)phenyl]-2-[4-(4,4,5,5-tetramethyl-1,3,2-dioxaborolan-2-yl)-2H-indazol-2-yl]ethan-1-ol